NCC1NCCNC1 2-aminomethylpiperazine